(4-bromophenyl)bicyclo[2.2.2]octane-1-carboxylic acid methyl ester COC(=O)C12C(CC(CC1)CC2)C2=CC=C(C=C2)Br